[(2R)-2-[(E)-benzylideneamino]-2-phenyl-ethyl] methanesulfonate CS(=O)(=O)OC[C@@H](C1=CC=CC=C1)/N=C/C1=CC=CC=C1